C(#N)C1=C(C=CC=C1)NC(CCCCC(=O)OC)=O methyl 6-((2-cyanophenyl) amino)-6-oxohexanoate